tert-butyl (R)-2-((5-(tert-butoxycarbonyl)-7-(4,4,5,5-tetramethyl-1,3,2-dioxaborolan-2-yl)-1H-indol-1-yl)methyl)morpholine-4-carboxylate C(C)(C)(C)OC(=O)C=1C=C2C=CN(C2=C(C1)B1OC(C(O1)(C)C)(C)C)C[C@@H]1CN(CCO1)C(=O)OC(C)(C)C